ClC1=CC=C(C=C1)C1=N[C@H](C=2N(C3=C1C(=C(S3)C)C)C(=NN2)C)CC(=O)NCCOCCCOCC(=O)O (S)-2-(3-(2-(2-(4-(4-chlorophenyl)-2,3,9-trimethyl-6H-thieno[3,2-f][1,2,4]triazolo[4,3-a][1,4]diazepin-6-yl)acetamido)ethoxy)propoxy)acetic acid